FC(CN1C[C@@H]2[C@H](C1)CC(C2)CCOC=2C=C1C(=CNC1=CC2)NC(C2=CC=CC=C2)=O)(F)F N-(5-(2-((3aR,5r,6aS)-2-(2,2,2-trifluoroethyl)octa-hydrocyclopenta[c]pyrrol-5-yl)ethoxy)-1H-indol-3-yl)benzamide